C1(=CC=CC=C1)C1=CN=NN1C1=CC=C(C(=O)OCC)C=C1 ethyl 4-(5-phenyl-1H-1,2,3-triazol-1-yl)benzoate